C1=CC=C2C=3N(CC4=CC=CC=C4C13)C1=CC=CC=C12 8H-indolo[3,2,1-DE]phenanthridine